3H-Pyrazolium [NH+]1=NCC=C1